N-(3-(1H-pyrazol-4-yl)benzyl)-1-(3-methoxyphenyl)methylamine N1N=CC(=C1)C=1C=C(CNCC2=CC(=CC=C2)OC)C=CC1